NC1(CCN(CC1)C1=NC(=C2C(=N1)NN=C2C2=C(C(=CC=C2)Cl)Cl)C(=O)N)C=2C=NC(=CC2)OC 6-(4-Amino-4-(6-methoxypyridin-3-yl)piperidin-1-yl)-3-(2,3-dichlorophenyl)-1H-pyrazolo[3,4-d]pyrimidine-4-carboxamide